C(CCCCC)OC(C=C)=O.C(C=C)(=O)O acrylic acid Hexyl-acrylate